bis(2,4-di-t-butyl-6-methyl-phenyl)pentaerythritol diphosphite OP(O)OP(O)O.C(C)(C)(C)C1=C(C(=CC(=C1)C(C)(C)C)C)C(O)(C(CO)(CO)CO)C1=C(C=C(C=C1C)C(C)(C)C)C(C)(C)C